ClC=1C=C(C(=C2N=CSC21)C(=O)OC)F Methyl 7-chloro-5-fluoro-1,3-benzothiazole-4-carboxylate